BrC=1C(=CC(=CC1)F)F 3-Bromo-2,6-difluorobenzene